1,3-Bis(palmitoyloxy)propan-2-yl (2-(4-((tert-butyldimethylsilyl)oxy)-2-methylbutan-2-yl)-3,5-dimethylphenyl) succinate C(CCC(=O)OC1=C(C(=CC(=C1)C)C)C(C)(CCO[Si](C)(C)C(C)(C)C)C)(=O)OC(COC(CCCCCCCCCCCCCCC)=O)COC(CCCCCCCCCCCCCCC)=O